4-(4-{[5-(4-Fluoro-phenyl)-2-trifluoromethyl-3H-imidazole-4-carbonyl]-amino}-phenoxy)-pyridine FC1=CC=C(C=C1)C1=C(NC(=N1)C(F)(F)F)C(=O)NC1=CC=C(OC2=CC=NC=C2)C=C1